ClC1=CC(=CN=N1)C 6-Chloro-4-methylpyridazine